6-chloro-8-fluoro-4-((R)-3-methylpiperazin-1-yl)quinoline-3-carbonitrile ClC=1C=C2C(=C(C=NC2=C(C1)F)C#N)N1C[C@H](NCC1)C